C(C)(C)(C)OC(=O)N1CCC(CC1)(O)CC(=O)N1CCN(CC1)C(=O)OCC1=CC=CC=C1 benzyl 4-{2-[1-(tert-butoxycarbonyl)-4-hydroxypiperidin-4-yl]acetyl}piperazine-1-carboxylate